3-trimethoxysilylpropyl-ethylenediamine CO[Si](CCCNCCN)(OC)OC